C(C)C1=CC=C(N=N1)N 6-Ethylpyridazin-3-amine